CC(C)(CCC(C)C)NC1=CC=CC=C1 N-(2,5-dimethylhex-2-yl)aniline